4-(3,5-dimethylisoxazol-4-yl)-N1-(2-oxaspiro[3.3]heptan-6-yl)benzene-1,2-diamine CC1=NOC(=C1C=1C=C(C(=CC1)NC1CC2(COC2)C1)N)C